C(C=C)(=O)NC=1C=C(C=CC1)C1=CC=C2C(=N1)C(=NN2)C(=O)N 5-[3-(prop-2-enamido)phenyl]-1H-pyrazolo[4,3-b]pyridine-3-carboxamide